7-fluoro-2H-benzo[1,4]oxazine-3(4H)-one FC1=CC2=C(NC(CO2)=O)C=C1